C(N)(=O)C=1C=C(C=CC1)NC(=O)[C@@H]1O[C@]([C@H]([C@H]1C1=C(C(=C(C=C1)F)F)OC(F)F)C)(C(F)(F)F)C (2R,3S,4S,5R)-N-(3-carbamoylphenyl)-3-(2-(difluoromethoxy)-3,4-difluorophenyl)-4,5-dimethyl-5-(trifluoromethyl)tetrahydrofuran-2-carboxamide